2-(2-(cyclopropylmethyl)-1-(3-fluoro-4-sulfamoylbenzyl)-5-(3-(3-hydroxy-3-methylbut-1-yn-1-yl)phenyl)-1H-pyrrol-3-yl)-5-methylthiazole-4-carboxylic acid C1(CC1)CC=1N(C(=CC1C=1SC(=C(N1)C(=O)O)C)C1=CC(=CC=C1)C#CC(C)(C)O)CC1=CC(=C(C=C1)S(N)(=O)=O)F